N1CC(C1)[C@H]1CN(CCO1)C(=O)OCC=C prop-2-en-1-yl (2S)-2-(azetidin-3-yl)morpholine-4-carboxylate